(E)-3-(3-Aminophenyl)-1-(2-hydroxyphenyl)prop-2-en-1-one NC=1C=C(C=CC1)/C=C/C(=O)C1=C(C=CC=C1)O